[Br-].C(#N)C=1C=C(C[Zn+])C=CC1F (3-cyano-4-fluorobenzyl)zinc (II) bromide